NC1=CC(=C(CN1C(=O)C1=NC=C(C(=C1)OC)OCCC1CC1)C1CCNCC1)OC (6-Amino-4-methoxy-3',4',5',6'-tetrahydro-2'H-[3,4']bipyridinyl-1-yl)-[5-(2-cyclopropyl-ethoxy)-4-methoxy-pyridin-2-yl]-methanone